C(=O)[C@@H]1CC[C@H](CC1)C(=O)NC=1N=CC2=CC=C(C=C2C1)C1=CN=CS1 trans-4-formyl-N-(6-(thiazol-5-yl)isoquinolin-3-yl)cyclohexane-1-carboxamide